1-phenyl-3-heptyl-1,3-propanediol C1(=CC=CC=C1)C(CC(O)CCCCCCC)O